C(C)(C)(C)OC(C(CCC[C@@](C(=O)O)(N)C(=O)OCC1C2=CC=CC=C2C2=CC=CC=C12)C(=O)OC(C)(C)C)=O (S)-Fmoc-2-amino-6-tert-butoxycarbonyl-pimelic acid-7-tert-butyl ester